BrC1=CC(=C(N)C=C1[N+](=O)[O-])Cl 4-bromo-2-chloro-5-nitroaniline